L-glycinyl-L-glutamine NCC(=O)N[C@@H](CCC(N)=O)C(=O)O